NC1C=C(CC1)C1=C2CN(C(C2=CC=C1)=O)C1C(NC(CC1)=O)=O 3-(4-(3-Aminocyclopent-1-en-1-yl)-1-oxoisoindolin-2-yl)piperidine-2,6-dione